(R)-2-(1-(3-(benzo[b]thiophen-3-yl)phenyl)cyclopropyl)-6-(2-(3'-chloro-[1,1'-biphenyl]-3-yl)-2-hydroxyacetyl)-3,5,6,7,8,9-hexahydro-4H-pyrimido[5,4-c]azepin-4-one S1C2=C(C(=C1)C=1C=C(C=CC1)C1(CC1)C=1NC(C=3CN(CCCC3N1)C([C@H](O)C=1C=C(C=CC1)C1=CC(=CC=C1)Cl)=O)=O)C=CC=C2